ClC=1C=C(C=CC1F)[C@H](NC(=O)N1CC(NCC1)=O)C1CC2CCC(C1)C2(F)F N-((R)-(3-chloro-4-fluorophenyl)(8,8-difluorobicyclo[3.2.1]octan-3-yl)methyl)-3-oxopiperazine-1-carboxamide